(4-(4-amino-2,6-dichlorophenyl)-3,5-dimethylphenyl)(phenyl)methanone NC1=CC(=C(C(=C1)Cl)C1=C(C=C(C=C1C)C(=O)C1=CC=CC=C1)C)Cl